(4aR,8aS)-6-(4-(5-(Trifluoromethyl)pyridin-3-yl)piperidine-1-carbonyl)hexahydro-2H-pyrido[4,3-b][1,4]oxazin-3(4H)-one FC(C=1C=C(C=NC1)C1CCN(CC1)C(=O)N1C[C@@H]2[C@@H](OCC(N2)=O)CC1)(F)F